3-bromo-1-(4-(pentafluoro-λ6-sulfaneyl)phenyl)-1H-1,2,4-triazole BrC1=NN(C=N1)C1=CC=C(C=C1)S(F)(F)(F)(F)F